4-[(4-{3-(cyanomethyl)-3-[4-(7H-pyrrolo[2,3-d]pyrimidin-4-yl)-1H-pyrazol-1-yl]azetidin-1-yl}piperidin-1-yl)methyl]-2-fluorobenzonitrile C(#N)CC1(CN(C1)C1CCN(CC1)CC1=CC(=C(C#N)C=C1)F)N1N=CC(=C1)C=1C2=C(N=CN1)NC=C2